tert-butyl (3S,5S)-3-[[4-[4-[[6-(difluoromethylsulfonylamino)-5-methyl-3-pyridyl]oxy]-2-methyl-thiazol-5-yl]pyrimidin-2-yl]amino]-5-fluoro-piperidine-1-carboxylate FC(S(=O)(=O)NC1=C(C=C(C=N1)OC=1N=C(SC1C1=NC(=NC=C1)N[C@@H]1CN(C[C@H](C1)F)C(=O)OC(C)(C)C)C)C)F